6-(7,8-dimethyl-3-(trifluoromethyl)-[1,2,4]triazolo[4,3-b]pyridazin-6-yl)-3-(1H-pyrazol-1-yl)-5,6,7,8-tetrahydro-1,6-naphthyridine CC1=C(C=2N(N=C1N1CC=3C=C(C=NC3CC1)N1N=CC=C1)C(=NN2)C(F)(F)F)C